CN(CCCONC(=O)C1=C(C=C(C=C1)N\C(=C\1/C(NC2=CC(=C(C=C12)C)C(=O)OC)=O)\C1=CC=CC=C1)C)C (Z)-Methyl 3-(((4-((3-(dimethylamino)propoxy)carbamoyl)-3-methylphenyl)amino)(phenyl)methylene)-5-methyl-2-oxoindoline-6-carboxylate